(±)-trans-(4-methyltetrahydrofuran-3-yl) N-[8-amino-7-fluoro-6-(8-methyl-2,3-dihydro-1H-pyrido[2,3-b][1,4]oxazin-7-yl)-3-isoquinolyl]carbamate, formate salt C(=O)O.NC=1C(=C(C=C2C=C(N=CC12)NC(O[C@@H]1COC[C@H]1C)=O)C1=C(C2=C(OCCN2)N=C1)C)F |r|